CC=1SC(=CN1)C=1SC=2N=CN=C(C2N1)NCCC1=CNC2=CC(=CC=C12)OC(F)(F)F (2-methylthiazol-5-yl)-N-(2-(6-(trifluoromethoxy)-1H-indol-3-yl)ethyl)thiazolo[5,4-d]pyrimidin-7-amine